N=1N(N=CC1)CC(=O)C=1C=CC(=C(C1)N1C(=NC2=CC(=C(C=C2C1=O)F)F)CN1CCN(CC1)C(COC1=CC=C(C=C1)Cl)=O)OC(C)C 3-(5-(2-(2H-1,2,3-triazol-2-yl)acetyl)-2-isopropoxyphenyl)-2-((4-(2-(4-chlorophenoxy)acetyl)piperazin-1-yl)methyl)-6,7-difluoroquinazolin-4(3H)-one